N[C@@H]1CC=CC[C@H]1C1=C(C2=NC(=CC(=C2N1C(F)F)NCC=1SC=CC1)Cl)I 2-((1R,6R)-6-aminocyclohex-3-en-1-yl)-5-chloro-1-(difluoromethyl)-3-iodo-N-(thiophen-2-ylmethyl)-1H-pyrrolo[3,2-b]pyridin-7-amine